FC=1C=C(CN2C[C@H](N(CC2)C(=O)OC=2C=NC=C(C2)F)C)C=C(C1)C(F)(F)F 5-Fluoropyridin-3-yl (R)-4-(3-fluoro-5-(trifluoromethyl) benzyl)-2-methyl-piperazine-1-carboxylate